2-(cyclopropoxy)-5-fluoro-3-(2-methoxyethoxymethoxy)-6-(2-methylpyrazol-3-yl)benzonitrile C1(CC1)OC1=C(C#N)C(=C(C=C1OCOCCOC)F)C=1N(N=CC1)C